(R)-6-(2-(3'-chloro-4'-methyl-[1,1'-biphenyl]-3-yl)-2-hydroxyacetyl)-2-(1-phenylcyclopropyl)-5,6,7,8-tetrahydropyrido[4,3-d]pyrimidin-4(3H)-one ClC=1C=C(C=CC1C)C1=CC(=CC=C1)[C@H](C(=O)N1CC2=C(N=C(NC2=O)C2(CC2)C2=CC=CC=C2)CC1)O